C1(=CC=CC=C1)C=1N=NN(C1)C[C@H]1N(CCC1)C1=NC(=NC=C1)N[C@@H](C)C1=CC=CC=C1 4-((S)-2-((4-phenyl-1H-1,2,3-triazol-1-yl)methyl)pyrrolidin-1-yl)-N-((S)-1-phenylethyl)pyrimidin-2-amine